trans-[4-[(1-methylpyrazolo[4,3-b]pyridin-6-yl)methyl]cyclohexyl]-[(3S)-3-(6-methylpyridin-3-yl)-1,2-oxazolidin-2-yl]methanone CN1N=CC2=NC=C(C=C21)C[C@@H]2CC[C@H](CC2)C(=O)N2OCC[C@H]2C=2C=NC(=CC2)C